(3R)-1-(3-fluoropropyl)pyrrolidin FCCCN1CCCC1